FC1=C(CCl)C=C(C=C1F)F 2,3,5-trifluoro-benzyl chloride